N-(2-((R)-4-cyclopropyl-3-methyl-piperazin-1-yl)-5-((6-((S)-3-(3-(3-fluorophenoxy)-benzyl)isoxazolidin-2-yl)pyrimidin-4-yl)amino)-4-methoxyphenyl)acrylamide C1(CC1)N1[C@@H](CN(CC1)C1=C(C=C(C(=C1)OC)NC1=NC=NC(=C1)N1OCC[C@@H]1CC1=CC(=CC=C1)OC1=CC(=CC=C1)F)NC(C=C)=O)C